(1-(3,5-dichlorophenyl)-8-(3-isocyanatophenyl)-7-methoxy-1,4-dihydrochromeno[4,3-c]pyrazol-3-yl)(3,3-dimethylmorpholino)methanone ClC=1C=C(C=C(C1)Cl)N1N=C(C2=C1C=1C=C(C(=CC1OC2)OC)C2=CC(=CC=C2)N=C=O)C(=O)N2C(COCC2)(C)C